R-Dibenzo(C,G)phenanthrene C1=CC=2C=CC=3C=CC4=C(C3C2C2=C1C=CC=C2)C=CC=C4